CYCLOPENTA-1,3-DIENE C1=CC=CC1